(4-(2-((7-bromo-[1,2,4]triazolo[1,5-a]pyridin-2-yl)amino)-2-oxoethyl)-2-fluorophenoxy)pyridine-3-carboxamide BrC1=CC=2N(C=C1)N=C(N2)NC(CC2=CC(=C(OC1=NC=CC=C1C(=O)N)C=C2)F)=O